NC1=C(C(N(C2=CC(=CC=C12)C(F)(F)F)C1=CC=C(C=C1)N(C)C(=O)OC(C)(C)C)=O)C(=O)OC Methyl 4-amino-1-(4-((tert-butoxycarbonyl) (methyl) amino) phenyl)-2-oxo-7-(trifluoromethyl)-1,2-dihydroquinoline-3-carboxylate